phenyl(3-(trifluoromethyl)phenyl)iodonium 2-hydroxy-4-((2,4,6-triiodophenoxy)carbonyl)benzenesulfonate OC1=C(C=CC(=C1)C(=O)OC1=C(C=C(C=C1I)I)I)S(=O)(=O)[O-].C1(=CC=CC=C1)[I+]C1=CC(=CC=C1)C(F)(F)F